Methyl 5-methyl-3-oxohexanoate CC(CC(CC(=O)OC)=O)C